CN1C(=C(C2=CC=CC=C12)C)C(=O)O 1,3-dimethyl-1H-indole-2-carboxylic acid